Aspartic acid 1-amide C(C(C(=O)N)N)C(=O)O